C(C)(C)(C)N1N=CC(=C1)NC(CC1=C(C=C(OC2=NC=NC3=CC=C(C=C23)C(=O)[O-])C=C1)F)=O 4-(4-(2-((1-(tert-butyl)-1H-pyrazol-4-yl)amino)-2-oxoethyl)-3-fluorophenoxy)quinazoline-6-carboxylate